(4-amino-5-methoxy-2-(1-methyl-1H-pyrazol-4-yl)phenyl)-N,N-dimethylpiperidin-4-amine NC1=CC(=C(C=C1OC)N1CCC(CC1)N(C)C)C=1C=NN(C1)C